[N+](=O)([O-])C=1C=CC(=NC1)OC1=CC=C(C=C1)C=1SC=CN1 2-(4-((5-nitropyridin-2-yl)oxy)phenyl)thiazole